C(CC)C=1CCOC1 (R)-4-propyldihydrofuran